(1's,1''s)-2''-bromo-5'',6''-dimethoxydispiro[imidazolidine-4,1'-cyclohexane-4',1''-indene]-2,5-dione BrC=1C2(C3=CC(=C(C=C3C1)OC)OC)CCC1(CC2)NC(NC1=O)=O